2-propyl-6-amino-2H-benzo[e][1,3]oxazin-4(3H)-one C(CC)C1OC2=C(C(N1)=O)C=C(C=C2)N